C(C)(C)NC1=C(C#N)C=C(C=C1)C1=NC(=NO1)C=1C=C2CCNC(C2=CC1)=O 2-(isopropylamino)-5-(3-(1-oxo-1,2,3,4-tetrahydroisoquinolin-6-yl)-1,2,4-oxadiazol-5-yl)benzonitrile